COC(=O)C=1C(=CC2=C(N=C(S2)C2CCC(CC2)CO)C1)NC(=O)C1=NC=CC=C1.FC(C)(F)C=1C=C(C=C(C1)[N+](=O)[O-])C(C)=O 1-(3-(1,1-difluoroethyl)-5-nitrophenyl)ethan-1-one Methyl-2-[4-(hydroxymethyl)cyclohexyl]-6-(pyridine-2-carbonylamino)-1,3-benzothiazole-5-carboxylate